C(C)[C@H]1[C@H](NC([C@H]1F)=O)COC1=NC=CC2=CC(=C(C=C12)OC)C(=O)N 1-[[(2s,3s,4s)-3-ethyl-4-fluoro-5-oxo-2-pyrrolidinyl]methoxy]-7-methoxy-6-isoquinolinecarboxamide